[O-]P([O-])(=O)OP(=O)([O-])[O-].[Ca+2].[Ca+2].[Ca+2].[Ca+2].[O-]P([O-])(=O)OP(=O)([O-])[O-] tetracalcium diphosphate